CC1=C(C=CC=C1C(CC(C)C)C)NC1=CC=C(C=C1)NC1=CC=CC=C1 N-[2-methyl-3-(1,3-dimethylbutyl)phenyl]-N'-phenyl-1,4-phenylenediamine